6-(Azetidin-1-yl)-N-(2-ethoxy-5-fluoro-phenyl)sulfonyl-4-fluoro-benzofuran-2-carboxamide N1(CCC1)C1=CC2=C(C=C(O2)C(=O)NS(=O)(=O)C2=C(C=CC(=C2)F)OCC)C(=C1)F